C(C)(C)(C)OCC/C=C/C (E)-5-(tert-butoxy)-2-pentene